ClC1=C(OC2(CC2)C(=O)OC)C=CC=C1 methyl 1-(2-chlorophenoxy)cyclopropane-1-carboxylate